5-(2-fluorophenyl)-4-oxo-1H-pyrrolo[2,3-d]pyridazine-7-carboxylic acid methyl ester COC(=O)C1=NN(C(C2=C1NC=C2)=O)C2=C(C=CC=C2)F